OCC(C)N1C(SC(=C1)COC=1C=CC2=C(C=C(O2)C)C1)C N-(1-hydroxypropan-2-yl)-2-methyl-5-((2-methylthiazol-5-yl)methoxy)benzofuran